C(C=C)(=O)N1C[C@@H](N(C[C@H]1C)C1=NC(N2C3=C(C(=C(C=C13)Cl)C1=C(C=C(C=C1)F)F)OC[C@H]2CN2CCS(CC2)(=O)=O)=O)C (3R)-7-((2S,5R)-4-acryloyl-2,5-dimethyl-piperazin-1-yl)-9-chloro-10-(2,4-difluoro-phenyl)-3-((1,1-dioxido-thiomorpholino)methyl)-2H-[1,4]oxazino[2,3,4-ij]quinazolin-5(3H)-one